C(/C)=C/1\C2C3C(OC4=C3C=CC=C4OC)C(C1)C2 (E)-2-ethylidene-6-methoxy-1,2,3,4,4a,9b-hexahydro-1,4-methanodibenzo[b,d]furan